ClC1=C(C=C(OCC(=O)NC23COC(CC2)(CC3)C(=O)NC=3C=NC(=CC3)OC(F)(F)F)C=C1)F 4-[2-(4-chloro-3-fluorophenoxy)acetamido]-N-[6-(trifluoromethoxy)pyridin-3-yl]-2-oxabicyclo[2.2.2]octane-1-carboxamide